2,4,7-tris(benzhydryl)naphthalen-1-amine C(C1=CC=CC=C1)(C1=CC=CC=C1)C1=C(C2=CC(=CC=C2C(=C1)C(C1=CC=CC=C1)C1=CC=CC=C1)C(C1=CC=CC=C1)C1=CC=CC=C1)N